n-triacontyl methyl ketone CC(=O)CCCCCCCCCCCCCCCCCCCCCCCCCCCCCC